1-{3-[3-(3,4-Dimethylphenyl)-8-methoxy-1H-pyrazolo[4,3-c]quinolin-1-yl]phenyl}-4-methylpiperazine CC=1C=C(C=CC1C)C1=NN(C2=C1C=NC=1C=CC(=CC21)OC)C=2C=C(C=CC2)N2CCN(CC2)C